FC(C(=O)[O-])(F)F.C(CCCCCCC)[N+](C)(CCCCCCCC)CCCCCCCC trioctyl-methyl-ammonium trifluoroacetate